COC1=CC=C(C=C1)S(=O)(=O)N(C1CCN(CC1)CCCOC1=CC=C(C=C1)C(C=CC=1SC=CC1)=O)C 4-methoxy-N-methyl-N-(1-(3-(4-(3-(thiophen-2-yl)propenoyl)phenoxy)propyl)piperidin-4-yl)benzenesulfonamide